C1(=CC=CC=C1)C=1C=C(N=C2C3CCN(C12)CC3)N3N=C(N=C3N)NC3=CC(=C(C=C3)N3CCN(CC3)C3CCCCC3)F 1-(1,4-ethano-8-phenyl-1,2,3,4-tetrahydro-1,5-naphthyridin-6-yl)-N3-(3-fluoro-4-(4-cyclohexylpiperazin-1-yl)phenyl)-1H-1,2,4-triazole-3,5-diamine